CC1=NC(=NC=C1N1CC2(CC1)CCNCC2)C(F)(F)F 2-(4-methyl-2-(trifluoromethyl)pyrimidin-5-yl)-2,8-diazaspiro[4.5]decane